7-bromo-1-(2,2,2-trifluoroethyl)pyrazolo[4,3-c]pyridine BrC=1C2=C(C=NC1)C=NN2CC(F)(F)F